CC(C(=O)C1=C(C=C(C=C1)OC(C)C)C)(C)NC(=O)C=1SC=CC1C N-[1,1-dimethyl-2-[2-methyl-4-(1-methylethoxy)phenyl]-2-oxoethyl]-3-methyl-2-thiophenecarboxamide